N1=C2C(=CC=C1)CCC2NC=2SC(=CN2)C2N(CCC[C@H]2C)C2CCN(CC2)C=O 2-[(6,7-dihydro-5H-cyclopenta[b]pyridin-7-ylamino)-1,3-thiazol-5-yl][(3R)-3-methyl[1,4'-bipiperidine]-1'-yl]methanone